[N+](=O)([O-])C=1C=CC(=C(C=O)C1)OC 5-nitro-2-methoxybenzaldehyde